1-(1-trityl-1H-imidazol-5-yl)prop-2-en-1-one C(C1=CC=CC=C1)(C1=CC=CC=C1)(C1=CC=CC=C1)N1C=NC=C1C(C=C)=O